3-[5-fluoro-6-[1-[(4-methylsulfonylphenyl)methyl]pyrazol-4-yl]benzofuran-3-yl]piperidine-2,6-dione FC=1C(=CC2=C(C(=CO2)C2C(NC(CC2)=O)=O)C1)C=1C=NN(C1)CC1=CC=C(C=C1)S(=O)(=O)C